1-Phenethylpyrimidine-2,4(1H,3H)-dione C(CC1=CC=CC=C1)N1C(NC(C=C1)=O)=O